7-Isopropyl-4-((R)-3-(methylamino)pyrrolidin-1-yl)-6,7,8,9-tetrahydropyrimido[5,4-b][1,4]oxazepin-2-amine C(C)(C)C1CNC2=C(OC1)C(=NC(=N2)N)N2C[C@@H](CC2)NC